C(CCCCCCC\C=C/CCCCCCCC)NCCCCCN oleyl-pentylenediamine